C1(CCCCC1)N1C(=CC=2C1=C1C(=NC2)NC=C1)CNC1=CC=C(C=C1)OC N-((1-cyclohexyl-1,6-dihydrodipyrrolo[2,3-b:2',3'-d]Pyridin-2-yl)methyl)-4-methoxyaniline